(S)-2-amino-N-(4-(((S)-2-oxo-4-(trifluoromethyl)imidazolidin-1-yl)methyl)pyridin-2-yl)-3-((1,1,1-trifluoro-2-methylpropan-2-yl)oxy)propenamide hydrochloride Cl.NC(C(=O)NC1=NC=CC(=C1)CN1C(N[C@@H](C1)C(F)(F)F)=O)=COC(C(F)(F)F)(C)C